NC(=O)C1=CC=C(C2=CN(N=C12)C1=CC=C(COC(NC)=O)C=C1)Cl {4-[7-(aminocarbonyl)-4-chloro-2H-indazole-2-yl]benzyl}methylcarbamate